FC(C=1C=CC(=NC1)CN1CCC2(CN(C2)C(=O)N2C[C@H](CC2)C(=O)N)C1)(F)F (3S)-1-[7-[[5-(Trifluoromethyl)-2-pyridyl]methyl]-2,7-diazaspiro[3.4]octane-2-carbonyl]pyrrolidine-3-carboxamide